2-(6-Chloro-4-((R)-1-((((S)-tetrahydrofuran-2-yl)methyl)amino)ethyl)pyridin-2-yl)-6-(3-((4-methyl-4H-1,2,4-triazol-3-yl)methyl)oxetan-3-yl)isoindolin-1-one ClC1=CC(=CC(=N1)N1C(C2=CC(=CC=C2C1)C1(COC1)CC1=NN=CN1C)=O)[C@@H](C)NC[C@H]1OCCC1